C(C)S(=O)(=O)N[C@@H]1[C@@H](N(CCC1)C(=O)OC)CO[C@@H]1CC[C@@H](CC1)C1=CC=CC=C1 methyl cis-3-((ethylsulfonyl)amino)-2-(((cis-4-phenylcyclohexyl)oxy)methyl)-piperidine-1-carboxylate